imidazo[1,2-a]pyrimidin-5(8H)-one N=1C=CN2C1NC=CC2=O